N1-(4-(1H-indol-3-yl)pyrimidin-2-yl)-N4-(2-(dimethylamino)ethyl)-2-methoxy-N4-methyl-5-nitrobenzene-1,4-diamine N1C=C(C2=CC=CC=C12)C1=NC(=NC=C1)NC1=C(C=C(C(=C1)[N+](=O)[O-])N(C)CCN(C)C)OC